C1(CC1)N1N=CC2=C(C1=O)N=C(N=C2C2=C(C=C(C=C2)C(F)(F)F)F)C=2CCO[C@H](C2)C=2C=NN(C2)C2CC2 7-cyclopropyl-2-[(6R)-6-(1-cyclopropylpyrazol-4-yl)-3,6-dihydro-2H-pyran-4-yl]-4-[2-fluoro-4-(trifluoromethyl)phenyl]pyrimido[4,5-d]pyridazin-8-one